C(C=C)(=O)O.C(C=C)(=O)O.C(C=C)(=O)O.CC(CC)(C)C Trimethyl-propane Tri-acrylate